FC1=C(C=C(C=C1)NC(N(CC(C)C)[C@H]1COCC=2NC(C=3C=C(C=CC3C21)F)=O)=O)C (R)-3-(4-fluoro-3-methylphenyl)-1-(8-fluoro-6-oxo-1,4,5,6-tetrahydro-2H-pyrano[3,4-c]isoquinolin-1-yl)-1-isobutylurea